(1S)-6-chloro-8-iodo-1-[[(3S)-tetrahydropyran-3-yl]methyl]-2,3,4,9-tetrahydro-1H-pyrido[3,4-b]indole ClC=1C=C2C3=C(NC2=C(C1)I)[C@@H](NCC3)C[C@H]3COCCC3